C(C)(C)OC([C@H](N)C)=O (R)-alanine isopropyl ester